C(\C(\C)=C/C(=O)[O-])(=O)OCCC monopropyl citraconate